C(C)(=O)N1CC(C(C1)(F)F)OC=1N=CC(=NC1C)C1=CNC2=C(C=CC=C12)C#N 3-[5-[(1-acetyl-4,4-difluoropyrrolidin-3-yl)oxy]-6-methylpyrazin-2-yl]-1H-indole-7-carbonitrile